C(C)(C)(C)OC(=O)NC(COCC(=O)O)C1=CC=C(C=C1)C#C 2-[2-(tert-butoxycarbonylamino)-2-(4-ethynylphenyl)ethoxy]acetic acid